2-methyl-3-((R)-1-((4-methyl-7-((1S,5S)-2-methyl-2,6-diazabicyclo[3.2.0]heptan-6-yl)pyrido[3,4-d]pyridazin-1-yl)amino)ethyl)benzonitrile CC1=C(C#N)C=CC=C1[C@@H](C)NC1=C2C(=C(N=N1)C)C=NC(=C2)N2[C@H]1CCN([C@H]1C2)C